C[C@H]1N(CCN(C1)C1=C2C(=NC=C1)N(CC2)C(NC=2N=CC=1N(C2)N=C(N1)C)=O)C(=O)OC(C)(C)C tert-butyl (R)-2-methyl-4-(1-((2-methyl-[1,2,4]triazolo[1,5-a]pyrazin-6-yl)carbamoyl)-2,3-dihydro-1H-pyrrolo[2,3-b]pyridin-4-yl)piperazine-1-carboxylate